3-(2-Oxo-2-piperazin-1-yl-ethyl)-piperidine-2,6-dione hydrochloride salt Cl.O=C(CC1C(NC(CC1)=O)=O)N1CCNCC1